1-carbobenzoxy-5,6-dihydroxyindoline C(=O)(OCC1=CC=CC=C1)N1CCC2=CC(=C(C=C12)O)O